(S)-2-(4-bromophenyl)-1-(4-((5R,7R)-7-hydroxy-5-methyl-6,7-dihydro-5H-cyclopenta[d]pyrimidin-4-yl)piperazin-1-yl)-3-(tetrahydro-2H-pyran-4-ylamino)propan-1-one BrC1=CC=C(C=C1)[C@H](C(=O)N1CCN(CC1)C=1C2=C(N=CN1)[C@@H](C[C@H]2C)O)CNC2CCOCC2